CSC=1N=CC2=C(N1)N(C(=C2)C#N)C2C(COCC2)C 2-methylsulfanyl-7-[3-methyltetrahydropyran-4-yl]pyrrolo[2,3-d]pyrimidine-6-carbonitrile